C1=C(C=CC=2C3=CC=CC=C3C=CC12)C1=CC(=NN1C1=CC=C(C=C1)NC(C)=O)C(F)(F)F N-[4-[5-(2-phenanthrenyl)-3-(trifluoromethyl)-1H-pyrazol-1-yl]phenyl]-acetamide